1-[(2R,3S,4R,5R)-3-chloro-5-(chloromethyl)-5-(hydroxymethyl)-4-[(4-methoxyphenyl)diphenylmethoxy]oxolan-2-yl]-5-fluoro-3H-pyrimidine-2,4-dione Cl[C@@H]1[C@@H](O[C@@]([C@H]1OC(C1=CC=CC=C1)(C1=CC=CC=C1)C1=CC=C(C=C1)OC)(CO)CCl)N1C(NC(C(=C1)F)=O)=O